N1N=CC2=CC(=CC=C12)C=1C=CC=2N(C3=CC=C(C=C3OC2C1)C=1C=C2C=NNC2=CC1)CCN1[C@H]2CN([C@@H](C1)C2)C 3,7-di(1H-indazol-5-yl)-10-(2-((1R,4R)-5-methyl-2,5-diazabicyclo[2.2.1]heptan-2-yl)ethyl)-10H-phenoxazine